2-(Piperazin-1-yl)ethanol N1(CCNCC1)CCO